8-cyano-1,2,3,5,6,7-hexahydro-s-indacen-4-amine C(#N)C1=C2CCCC2=C(C=2CCCC12)N